C1(=CC=CC=C1)C1=NC2=C(N1C1=CC=C(C=C1)C1=C(C=CC=C1)B(O)O)C=CC=C2 (4-(2-phenyl-1H-benzo[D]imidazol-1-yl)phenyl)phenylboronic acid